N-methoxy-N-methyl-but-2-enamide CON(C(C=CC)=O)C